trans-(4-aminomethyl-cyclohexylmethyl)-carbamic acid tert-butyl ester C(C)(C)(C)OC(NC[C@@H]1CC[C@H](CC1)CN)=O